tert-butyl 8-[[4,5-dichloro-2-(prop-2-en-1-yloxy)phenyl][(2-methylpropane-2-sulfinyl)imino]methyl]-3-azabicyclo[3.2.1]octane-3-carboxylate ClC1=CC(=C(C=C1Cl)C(C1C2CN(CC1CC2)C(=O)OC(C)(C)C)=NS(=O)C(C)(C)C)OCC=C